gamma-Aminopropyl-methyl-dimethoxysilane tert-butyl-2,2-dimethylaziridine-1-carboxylate C(C)(C)(C)OC(=O)N1C(C1)(C)C.NCCC[Si](OC)(OC)C